(4-((2-ethyl-8-fluoro-3-oxo-3,4-dihydroquinoxalin-6-yl)methyl)piperazin-1-yl)-N-(2-hydroxyethyl)-6-methylpyridinecarboxamide C(C)C1=NC2=C(C=C(C=C2NC1=O)CN1CCN(CC1)C=1C(=NC(=CC1)C)C(=O)NCCO)F